CN1N=C2C=CC=C(C2=C1)C1=NN(C2=C(C=CC=C12)C)C=1C=CC(=NC1)N1CCC(CC1)NC(OC(C)(C)C)=O tert-butyl N-[1-(5-{2',7-dimethyl-1H,2'H-[3,4'-biindazol]-1-yl}pyridin-2-yl)piperidin-4-yl]carbamate